N-[2-(p-cumylbenzylsulfonyloxy)phenyl]-N'-[3-(p-cumylbenzylsulfonyloxy)phenyl]urea C(C)(C)(C1=CC=CC=C1)C1=CC=C(CS(=O)(=O)OC2=C(C=CC=C2)NC(=O)NC2=CC(=CC=C2)OS(=O)(=O)CC2=CC=C(C=C2)C(C)(C)C2=CC=CC=C2)C=C1